3-(2-oxo-2,3-dihydro-1H-1,3-benzodiazol-1-yl)piperidine-2,6-dione O=C1NC2=C(N1C1C(NC(CC1)=O)=O)C=CC=C2